N-[1-[5-bromo-2-(5-cyano-2-pyridyl)-1,2,4-triazol-3-yl]ethyl]-3-chloro-5-(trifluoromethyl)benzamide BrC=1N=C(N(N1)C1=NC=C(C=C1)C#N)C(C)NC(C1=CC(=CC(=C1)C(F)(F)F)Cl)=O